C1(CCCCC1)C(C)NCC=1C=CC=2N(C1)C=C(N2)CNC(=O)C=2N=C1N(C(C2)=O)C=CC=C1 N-[(6-{[(1-cyclohexylethyl)amino]methyl}imidazo[1,2-a]pyridin-2-yl)methyl]-4-oxo-4H-pyrido[1,2-a]pyrimidine-2-carboxamide